2-benzyloxy-4-bromo-1-nitro-benzene C(C1=CC=CC=C1)OC1=C(C=CC(=C1)Br)[N+](=O)[O-]